C(CCCCCCC\C=C/CCCCCCCC)(=O)OC[C@@H](OO)COP(=O)(O)OCC[N+](C)(C)C 1-Oleoyl-2-hydroxy-sn-glycero-3-phosphorylcholine